COC1=CC(=C(C=C1OC)NC(=O)C=1OC2=CC=CC=C2C(C1)=O)C(NC1=CC=C(C=C1)CCNCC1=CC(=CC=C1)C1=NC(=NO1)C)=O N-(4,5-Dimethoxy-2-((4-(2-((3-(3-methyl-1,2,4-oxadiazol-5-yl)benzyl)amino)ethyl)phenyl)carbamoyl)phenyl)-4-oxo-4H-chromene-2-carboxamide